1-hydroxy-4-hepten-4-ol OCCCC(=CCC)O